3-(5'-fluoro-4,6'-dimethyl-[3,4'-bipyridin]-2'-yl)-5-(1-phenylethyl)-1,2,4-oxadiazole FC=1C(=CC(=NC1C)C1=NOC(=N1)C(C)C1=CC=CC=C1)C=1C=NC=CC1C